C1(CC1)NC(C1=CC(=C(C=C1)C)C=1C=NN(C1)C=1C=NN2C1C=C(C=C2)S(=O)(=O)C(C)(C)C)=O N-cyclopropyl-4-methyl-3-{1-[5-(2-methylpropane-2-sulfonyl)pyrazolo[1,5-a]pyridin-3-yl]-1H-pyrazol-4-yl}benzamide